Cl.Cl.NC12CC3(C[C@@H](C[C@H](C1)C3)C2)NC(C2=CC=C(C=C2)C2=CC=NC=C2)=O N-((1s,3r,5R,7S)-3-aminoadamantan-1-yl)-4-(pyridin-4-yl)benzamide dihydrochloride